C(C)(C)OCCCSCC=1NC(NC1)=O 4-[(3-isopropyloxypropylthio)methyl]1,3-dihydroimidazol-2-one